[Mn](=O)(=O)([O-])[O-].[Na+].[Fe+2].[Ni+2].COC=1C=C(OC2=C(C(=C(C(=C2[2H])[2H])[2H])[2H])[N+](=O)[O-])C=CC1 2-(3-Methoxyphenoxy)nitrobenzene-3,4,5,6-d4 nickel-iron sodium manganate